tert-butyl 4-(5-(1-methoxy-3-methyl-1-oxobutan-2-yl) isoxazol-3-yl)-piperazine-1-carboxylate COC(C(C(C)C)C1=CC(=NO1)N1CCN(CC1)C(=O)OC(C)(C)C)=O